C(C)(C)(C)OC(=O)N1C[C@H](CC1)OC1=C(C=C(C(=O)N2CCN(CC2)C(=O)C=2C=C(C=C(C2)C)N2CCN(CC2)C(=O)OC(C)(C)C)C=C1)C1CCCCC1 tert-butyl (S)-4-(3-(4-(4-((1-(tert-butoxycarbonyl)pyrrolidin-3-yl)oxy)-3-cyclohexylbenzoyl)piperazine-1-carbonyl)-5-methylphenyl)piperazine-1-carboxylate